3,5-dichlorobenzyl 4-((4-(1H-1,2,3-triazol-5-yl)piperidin-1-yl)methyl)piperidine-1-carboxylate N1N=NC=C1C1CCN(CC1)CC1CCN(CC1)C(=O)OCC1=CC(=CC(=C1)Cl)Cl